rubidium carbonate C([O-])([O-])=O.[Rb+].[Rb+]